2-(4-(2-Methoxyphenyl)-6-methylnicotinamido)-N-methyl-4,6-dihydro-5H-pyrrolo[3,4-d]thiazole-5-carboxamide COC1=C(C=CC=C1)C1=CC(=NC=C1C(=O)NC=1SC2=C(N1)CN(C2)C(=O)NC)C